C(C)(C)C1=C(C=CC=C1)C(C)C 1,2-diisopropylbenzene